1,1,1,2,3,4,5,5-octafluoro-2-pentene FC(C(=C(C(C(F)F)F)F)F)(F)F